phosphogallate P(=O)(=O)OC=1C=C(C(=O)[O-])C=C(C1O)O